(E)-6-(5-(3,3-dimethyloxiran-2-yl)-3-methylpent-2-en-1-yl)-5,7-bis(methoxymethoxy)-2-phenyl-4H-chromen-4-one CC1(C(O1)CC/C(=C/CC=1C(=C2C(C=C(OC2=CC1OCOC)C1=CC=CC=C1)=O)OCOC)/C)C